N6-(2-ethylbutyl)-3-isopropyl-N8-[2-(3-pyridyl)ethyl]-[1,2,4]triazolo[4,3-b]pyridazine-6,8-diamine C(C)C(CNC=1C=C(C=2N(N1)C(=NN2)C(C)C)NCCC=2C=NC=CC2)CC